C(C)(=O)N1CC2(CN(C2)C=2C(=NC=CC2)C(=O)NC=2SC=C(N2)C2=C(C=CC=C2)Cl)C1 (6-acetyl-2,6-diazaspiro[3.3]hept-2-yl)-N-(4-(2-chlorophenyl)thiazol-2-yl)picolinamide